5-bromo-2,3-dimethyl-7-(methylthio)-2,3-dihydro-[1,4]dioxino[2,3-c]pyridine BrC1=NC(=CC2=C1OC(C(O2)C)C)SC